C(#N)CC(=O)N1C[C@@H](CC1)COC1=CC=NC2=CC(=C(C=C12)OC(C)C)C(=O)N 4-{[(3R)-1-(cyanoacetyl)pyrrolidin-3-yl]methoxy}-6-(prop-2-yloxy)quinoline-7-carboxamide